ClC1=NC=C2NC(N(C2=N1)[C@H](C)C1=CC=C(C=C1)C=1N(C=C(N1)C(F)(F)F)C)=N (R)-2-chloro-9-(1-(4-(1-methyl-4-(trifluoromethyl)-1H-imidazol-2-yl)phenyl)ethyl)-7,9-dihydro-8H-purin-8-imine